aluminum alloyl-iron oxide [O-2].C(C=C)(=O)[Fe+].[Al+3].[O-2]